2-(4-(sec-butyl)phenyl)-N-((5-(2,6-dioxopiperidin-3-yl)-4-oxo-5,6-dihydro-4H-thieno[3,4-c]pyrrol-1-yl)methyl)-2-oxoacetamide C(C)(CC)C1=CC=C(C=C1)C(C(=O)NCC=1SC=C2C1CN(C2=O)C2C(NC(CC2)=O)=O)=O